ClC1(CC1)C(CN1N=CNC1=S)(CC1=C(C=CC=C1)Cl)O 2-[2-(1-chloro-cyclopropyl)-3-(2-chlorophenyl)-2-hydroxypropyl]-2,4-dihydro-[1,2,4]-triazole-3-thione